CN(C(=O)C1CCS(CC1)(=O)=O)C1=NC=C(C=C1C(F)(F)F)[N+](=O)[O-] N-methyl-N-(5-nitro-3-trifluoromethylpyridin-2-yl)-tetrahydro-2H-thiapyran-4-carboxamide 1,1-dioxide